t-pentyl-hydrazine C(C)(C)(CC)NN